FC1C[C@H](NC1)C1=CC=C(C=C1)F (2S)-4-fluoro-2-(4-fluorophenyl)pyrrolidine